3-(2-fluorophenyl)thieno[3',2':4,5]benzo[1,2-d]isoxazole-4,8-dione FC1=C(C=CC=C1)C1=NOC2=C1C(C1=C(C2=O)C=CS1)=O